ClC1=C(C(=CC=C1Cl)F)[C@]1(CNCC1)NC=1C=C2C(N(C=NC2=C(C1)F)C)=O (R)-6-((3-(2,3-dichloro-6-fluorophenyl)pyrrolidin-3-yl)amino)-8-fluoro-3-methylquinazolin-4(3H)-one